2-(8-bromo-octyloxy)-tetrahydropyran BrCCCCCCCCOC1OCCCC1